(2S)-7-hydroxy-2-(4-hydroxyphenyl)-2,3-dihydrochromen-4-one OC1=CC=C2C(C[C@H](OC2=C1)C1=CC=C(C=C1)O)=O